tert-butyl 4-(3-(2,6-dioxopiperidin-3-yl)phenyl)-[1,4'-bipiperidine]-1'-carboxylate O=C1NC(CCC1C=1C=C(C=CC1)C1CCN(CC1)C1CCN(CC1)C(=O)OC(C)(C)C)=O